N-(3-fluorophenyl)-4-(1-isopropyl-1H-benzo[d]imidazol-5-yl)pyrimidin-2-amine FC=1C=C(C=CC1)NC1=NC=CC(=N1)C1=CC2=C(N(C=N2)C(C)C)C=C1